2-(4-(4-(aminomethyl)-8-(1-methyl-1H-pyrazol-4-yl)-1-oxo-1,2-dihydrophthalazin-6-yl)-1-methyl-1H-pyrazol-5-yl)-4-chloro-6-cyclopropoxy-3-fluorobenzonitrile NCC1=NNC(C2=C(C=C(C=C12)C=1C=NN(C1C1=C(C#N)C(=CC(=C1F)Cl)OC1CC1)C)C=1C=NN(C1)C)=O